methanesulfonic acid [(2S)-2-methoxypropyl]Ester CO[C@H](COS(=O)(=O)C)C